(19R)-3-ethyl-16-fluoro-19-methyl-20-oxa-3,4,10,11,12,23-hexaazapentacyclo[19.3.1.02,6.08,12.013,18]pentacosa-1(24),2(6),4,8,10,13,15,17,21(25),22-decaen-22-amine C(C)N1C=2C3=CN=C(C(O[C@@H](C4=CC(=CC=C4N4N=NC=C4CC2C=N1)F)C)=C3)N